CC1(CCCC1)OOC1(CCCC1)C di(methylcyclopentyl) peroxide